4-hydroxy-1,4-azaphosphine 4-oxide OP1(CC=NC=C1)=O